tert-butyl (2-cyano-2-(isoquinolin-4-ylamino)ethyl)carbamate C(#N)C(CNC(OC(C)(C)C)=O)NC1=CN=CC2=CC=CC=C12